NC1=NC=NC=2N(C3=C(C=C(C=C3C21)Cl)OC)CC(=O)N2[C@@H]1C[C@@]1(C[C@H]2C(=O)NC2=NC(=CC=C2)Br)C (1R,3S,5R)-2-(2-(4-amino-6-chloro-8-methoxy-9H-pyrimido[4,5-b]indol-9-yl)acetyl)-N-(6-bromopyridin-2-yl)-5-methyl-2-azabicyclo[3.1.0]hexane-3-carboxamide